C(C)OC(CC(C)OC(CCCCC(=O)O)=O)=O adipic acid mono-(4-ethoxy-4-oxo-butan-2-yl) ester